8-acetyl-3-[2-[tert-butyl(diphenyl)silyl]oxy-2-methyl-propyl]-6-methyl-2-morpholino-quinazolin-4-one C(C)(=O)C=1C=C(C=C2C(N(C(=NC12)N1CCOCC1)CC(C)(C)O[Si](C1=CC=CC=C1)(C1=CC=CC=C1)C(C)(C)C)=O)C